(R)-(1,3-Dimethyl-azetidin-3-yl)-[5-((R)-3-hydroxymethyl-3-methyl-pyrrolidin-1-yl)-pyridin-3-yl]-(4-isopropyl-phenyl)-methanol CN1CC(C1)(C)[C@](O)(C1=CC=C(C=C1)C(C)C)C=1C=NC=C(C1)N1C[C@](CC1)(C)CO